(S)-3-(1-hydroxy-propan-2-yl)-8-(4-methylpyridin-3-yl)-6-(6-(trifluoromethyl)pyridin-3-yl)pyrido[3,4-d]pyrimidin-4(3H)-one OC[C@H](C)N1C=NC2=C(C1=O)C=C(N=C2C=2C=NC=CC2C)C=2C=NC(=CC2)C(F)(F)F